C(C1=CC=CC=C1)O[C@H]1C[C@@H](O[C@]1(C#C[Si](CC)(CC)CC)COCC1=CC=CC=C1)N1C2=NC(=NC(=C2N=C1)N)Cl 9-[(2R,4S,5R)-4-benzyloxy-5-(benzyloxymethyl)-5-(2-triethylsilylethynyl)tetrahydrofuran-2-yl]-2-chloro-purin-6-amine